1,2,5-thiadiazole-2-oxide S1[N+](=CC=N1)[O-]